C(C)(C)(C)N1N=C(C=C1NC=1C=CC2=C(S(CC2)(=O)=O)C1)[C@@H]1C[C@@H](CC1)O[Si](C1=CC=CC=C1)(C1=CC=CC=C1)C(C)(C)C 6-((1-(tert-butyl)-3-((1S,3R)-3-((tert-butyldiphenylsilyl)oxy)cyclopentyl)-1H-pyrazol-5-yl)amino)-2,3-dihydrobenzo[b]thiophene 1,1-dioxide